N1=C(C=CC=C1)P(C1=NC=CC=C1)C1=NC=CC=C1 tri(2-pyridyl)phosphine